Cl.NC1=C(C=CC=C1)C=1C(NC2=NC=CC=C2C1)=O 3-(aminophenyl)-1,8-naphthyridin-2(1H)-one hydrochloride